C(C)(C)(C)OC(N[C@@H](CC1=CC=CC=C1)CC[C@H](CC1=CC=CC=C1)NC(=O)OC(C)(C)C)=O N-{(2R,5R)-5-[(tert-butoxycarbonyl)amino]-1,6-diphenyl-hexane-2-yl}carbamic acid tert-butyl ester